4,5-difluoro-2-(prop-1-en-2-yl)aniline Zinc triazoleacetate N1N=NC(=C1)CC(=O)[O-].[Zn+2].FC1=CC(=C(N)C=C1F)C(=C)C.N1N=NC(=C1)CC(=O)[O-]